C(C)(C)(C)OC(=O)N1C[C@@H](CC1)N1C=C(C2=C1N=CN=C2N)I (R)-3-(4-amino-5-iodo-7H-pyrrolo[2,3-d]pyrimidin-7-yl)pyrrolidine-1-carboxylic acid tert-butyl ester